FC1=CC(=C(C=2C3=C(C(NC12)(C)C)N=CN3C)C)C3=C1C=NN(C1=CC(=C3)F)S(=O)(=O)C 6-Fluoro-8-(6-fluoro-1-methylsulfonylindazol-4-yl)-1,4,4,9-tetramethyl-5H-imidazo[4,5-c]chinolin